ClC1=C(C=C2C(C(NC2=C1)=O)=C(C1=CC(=NO1)OC)O)C1=C(C=C(C=C1)C1(CC1)CO)F 6-chloro-5-[2-fluoro-4-[1-(hydroxymethyl)cyclopropyl]phenyl]-3-[hydroxy-(3-methoxyisoxazol-5-yl)methylene]indolin-2-one